epoxyphenol acrylate C(C=C)(=O)OC1=C2C(=CC=C1)O2